8-Chloro-3-(2-methoxy-ethyl)-indolizine-1-carboxylic acid, (3,3-difluoro-1-hydroxy-cyclohexyl-methyl)-amide FC1(CC(CCC1)(O)CNC(=O)C=1C=C(N2C=CC=C(C12)Cl)CCOC)F